C(C1=CC=CC=C1)(C1=CC=CC=C1)=NC(C(=O)OC)([2H])C1CC1 methyl 2-(benzhydrylideneamino)-2-cyclopropyl-2-deuterio-acetate